tert-butyl {3-[(2-methylpyrazolo[1,5-a]pyrazin-4-yl)amino]bicyclo[1.1.1]pentan-1-yl}carbamate CC1=NN2C(C(=NC=C2)NC23CC(C2)(C3)NC(OC(C)(C)C)=O)=C1